[(7S)-2,7-dimethyl-3-(3,4,5-trifluorophenyl)-5,7-dihydro-4H-pyrazolo[3,4-c]pyridin-6-yl]methanone CN1N=C2[C@@H](N(CCC2=C1C1=CC(=C(C(=C1)F)F)F)C=O)C